methyl 9,12-octadecadienoate C(CCCCCCCC=CCC=CCCCCC)(=O)OC